naphthalin-2-carboxamid C1=C(C=CC2=CC=CC=C12)C(=O)N